C1S(=O)(=O)OCOS1(=O)=O methylene methanedisulphonate